BrC1=CC=C(C=C1)N1C(CC(C1)(C)C)=O 1-(4-bromophenyl)-4,4-dimethylpyrrolidin-2-one